2-(2-((5-(3-(aminomethyl)phenyl)-7-(dimethylamino)benzofuran-3-yl)methoxy)phenyl)acetic acid NCC=1C=C(C=CC1)C=1C=C(C2=C(C(=CO2)COC2=C(C=CC=C2)CC(=O)O)C1)N(C)C